S(N)(=O)(=O)C1=CC=C(C=C1)C1(CC1)C(=O)N[C@@H](CCOC1CC(C1)CCC1=NC=2NCCCC2C=C1)C(=O)O N-(1-(4-sulfamoylphenyl)cyclopropane-1-carbonyl)-O-((1S,3S)-3-(2-(5,6,7,8-tetrahydro-1,8-naphthyridin-2-yl)ethyl)cyclobutyl)-L-homoserine